OC=1C2=C(N=C(N1)NC(=O)OC)C=NN2CC2=NC=C(C(=O)OCC)C=C2OC ethyl 6-((7-hydroxy-5-((methoxycarbonyl)amino)-1H-pyrazolo[4,3-d]pyrimidin-1-yl) methyl)-5-methoxynicotinate